N-fluorenylmethoxycarbonyl-N',N''-di-tert-butoxycarbonyl-L-arginine C1(=CC=CC=2C3=CC=CC=C3CC12)COC(=O)N[C@@H](CCCN(C(NC(=O)OC(C)(C)C)=N)C(=O)OC(C)(C)C)C(=O)O